P(=O)(=O)C1CCC2(CCCC2)CC1 8-phosphospiro[4.5]decane